6-(3-(3-chlorophenyl)-1,2,4-oxadiazol-5-yl)-2,2-dimethyl-3,4-dihydro-2H-pyrano[2,3-b]pyridin-3-ol ClC=1C=C(C=CC1)C1=NOC(=N1)C=1C=C2C(=NC1)OC(C(C2)O)(C)C